N,N'-diphenyl-1,4-benzoquinone diimine C1(=CC=CC=C1)N=C1C=CC(C=C1)=NC1=CC=CC=C1